5-((1-(4-(benzyloxy)phenyl)-1H-pyrrole-2-yl)methylene)thiazolidine-2,4-dione C(C1=CC=CC=C1)OC1=CC=C(C=C1)N1C(=CC=C1)C=C1C(NC(S1)=O)=O